ClC1=CC=CC=2N1N=C(C2)[C@H]2N(CCC1=C2N=CN1)C(=O)C=1OC(=NN1)C=1C=NN(C1)C(F)F (S)-(4-(7-chloropyrazolo[1,5-a]pyridin-2-yl)-6,7-dihydro-1H-imidazo[4,5-c]pyridin-5(4H)-yl)(5-(1-(difluoromethyl)-1H-pyrazol-4-yl)-1,3,4-oxadiazol-2-yl)methanone